N1=CN=CC(=C1)NC(=O)C1=NC=NC(=C1)C1=CC(=CC(=C1)Cl)Cl 6-(3,5-dichloro-phenyl)-pyrimidine-4-carboxylic acid pyrimidin-5-ylamide